(11E)-11,15-hexadecadiene-13-ynal C(CCCCCCCCC\C=C\C#CC=C)=O